[O-]P([O-])(=O)OP(=O)([O-])[O-].[Na+].[Cu+2].P(=O)([O-])([O-])O.[Fe+3] ferric phosphate copper sodium pyrophosphate